4-(4-((2-ethylhexyl)oxy)butoxy)butan-1-ol C(C)C(COCCCCOCCCCO)CCCC